OC1=CC(=NC2=CC=CC=C12)C(=O)O 4-Hydroxyquinoline-2-carboxylic acid